C(C1=CC=CC=C1)N1CCC2(CC1)C(C1=CC(=CC=C1C2)O)=O benzyl-6-hydroxy-spiro[indene-2,4'-piperidine]-1(3H)-one